N-(4,6-dichloropyrimidin-2-yl)-3-nitro-benzenesulfonamide ClC1=NC(=NC(=C1)Cl)NS(=O)(=O)C1=CC(=CC=C1)[N+](=O)[O-]